4-trifluoromethyl-piperidine FC(C1CCNCC1)(F)F